C(CCCCCCCCCC=CCCCCCCCC)(=O)OCCCCCCCCCCCCCCCCCC(CC)C 18-methylarachidyl eicos-11-enoate